Cl.NC(CC#N)C 3-aminobutanenitrile hydrochloride